4-(trans-4'-pentylcyclohexyl)fluorobenzene ethyl-6-(1-methyl-1H-pyrazol-3-yl)-4-(4,4,5,5-tetramethyl-1,3,2-dioxaborolan-2-yl)nicotinate C(C)OC(C1=CN=C(C=C1B1OC(C(O1)(C)C)(C)C)C1=NN(C=C1)C)=O.C(CCCC)[C@@H]1CC[C@H](CC1)C1=CC=C(C=C1)F